5-(2'-aminophenyl)-1,2,3,4-tetrahydro-7H-benzo[c]carbazole NC1=C(C=CC=C1)C1=CC=2NC=3C=CC=CC3C2C2=C1CCCC2